C(C1=CC=CC=C1)OC(=O)N1[C@H](CN(CC1)C1=NC(=NN2C1=NC=C2CC2=C1C=NNC1=CC=C2)OC[C@H]2N(CCC2)C)CC#N (S)-4-(7-((1H-indazol-4-yl)methyl)-2-(((S)-1-methylpyrrolidin-2-yl)methoxy)imidazo[2,1-f][1,2,4]triazin-4-yl)-2-(cyanomethyl)piperazine-1-carboxylic acid benzyl ester